ClC=1C=C(C=C(C1)F)C1=C(C(=CC=C1)C[C@@H]1N(CC([C@@H]1NS(=O)(=O)C)(F)F)C(=O)C1OCC1)F N-[(2S,3R)-2-[(3'-chloro-2,5'-difluoro[1,1'-biphenyl]-3-yl)methyl]-4,4-difluoro-1-(oxetane-2-carbonyl)pyrrolidin-3-yl]-methanesulfonamide